tert-butyl 4-[4-[3-[(8-chloro-[1,2,4]triazolo[4,3-a]quinazolin-5-yl)-methyl-amino]phenyl]phenoxy]piperidine-1-carboxylate ClC1=CC=C2C(=NC=3N(C2=C1)C=NN3)N(C=3C=C(C=CC3)C3=CC=C(OC1CCN(CC1)C(=O)OC(C)(C)C)C=C3)C